FC1=C(C=CC=C1N1N=CC=C1)O fluoro-3-(1H-pyrazol-1-yl)phenol